NC=1C2=C(N(C(N1)=O)C=1C=NC=CC1C)N=C(C=C2)C2CC2 4-amino-7-cyclopropyl-1-(4-methylpyridin-3-yl)pyrido[2,3-d]pyrimidin-2(1H)-one